N-[2-[3-fluoro-4-[5-(trifluoromethyl)-1,2,4-oxadiazol-3-yl]phenyl]-4,5-dihydro-thiazol-4-yl]cyclopropanecarboxamide FC=1C=C(C=CC1C1=NOC(=N1)C(F)(F)F)C=1SCC(N1)NC(=O)C1CC1